(±)-N-(6-(4-nitrobenzoyl)benzo[d]thiazol-2-yl)tetrahydrofuran-2-carboxamide [N+](=O)([O-])C1=CC=C(C(=O)C2=CC3=C(N=C(S3)NC(=O)[C@@H]3OCCC3)C=C2)C=C1 |r|